benzyl 3-(2-diazoacetyl)pyrrolidine-1-carboxylate [N+](=[N-])=CC(=O)C1CN(CC1)C(=O)OCC1=CC=CC=C1